N[C@@H](C(=O)N[C@H](C(=O)OC(C)(C)C)CCC)CC1=CC=CC=C1 tert-butyl (S)-2-((R)-2-amino-3-phenylpropanamido)pentanoate